5-(6-Chlorobenzothiazol-2-yl)-1-methylpyrrolidin-2-one ClC1=CC2=C(N=C(S2)C2CCC(N2C)=O)C=C1